FC(C)(F)C1=NC=CC(=N1)NC1=CC(=NC=C1C1=NC=C(N=C1)C(C)(C)OC)NC(C)=O N-(4-((2-(1,1-difluoroethyl)pyrimidin-4-yl)amino)-5-(5-(2-methoxypropan-2-yl)pyrazin-2-yl)pyridin-2-yl)acetamide